methyl 1,3-dihydro-1,3-dioxo-4-methyl-6-hydroxyisobenzofuran-5-carboxylate O=C1OC(C2=C(C(=C(C=C12)O)C(=O)OC)C)=O